[4-(Methylphenylthio)phenyl]Phenylmethane CC1=C(C=CC=C1)SC1=CC=C(C=C1)CC1=CC=CC=C1